6-Chloro-5-fluoroisoxazolo[5,4-b]pyridin-3-amine ClC1=C(C=C2C(=N1)ON=C2N)F